N1N=CC(=C1)C1=CC=C(C=C1)NC1=NC(=NC=C1)C1=CC=C2C=C(NC2=C1)C(=O)NC1COCC1 6-(4-((4-(1H-pyrazol-4-yl)phenyl)-amino)-pyrimidin-2-yl)-N-(tetrahydro-furan-3-yl)-1H-indole-2-carboxamide